O.O.P(=O)(O)([O-])[O-].[Na+].[Na+] Dinatrium hydrogenphosphat-Dihydrat